(S)-1-((2,3-dihydrobenzo[b][1,4]dioxin-2-yl)methyl)-4-(1-(6-methoxypyridin-2-yl)-3-methyl-1H-pyrazol-5-yl)piperazine O1C2=C(OC[C@@H]1CN1CCN(CC1)C1=CC(=NN1C1=NC(=CC=C1)OC)C)C=CC=C2